CC1=CC(=CC(=C1)OC)OC The molecule is a member of the class of toluenes that is toluene in which the hydrogens at positions 3 and 5 have been replaced by methoxy groups. It is the major scent compound of many rose varieties. It has a role as a fragrance and a plant metabolite. It is a member of toluenes and a member of methoxybenzenes.